OCC1=CC=C(C=C1)C1=CN=C2N1N=C(C=C2)C2=CC=C(C=C2)CO [4-[3-[4-(hydroxymethyl)phenyl]imidazo[1,2-b]pyridazin-6-yl]phenyl]methanol